NC1=NC=CC(=C1C1=CC=C(C=C1)Cl)C=1C=NN(C1)[C@H](C(=O)O)C1=CC=C(C=C1)C(F)(F)F (S)-{4-[2-amino-3-(p-chlorophenyl)-4-pyridinyl]-1H-pyrazol-1-yl}[p-(trifluoromethyl)phenyl]acetic acid